propylethyldiethoxysilan C(CC)[Si](OCC)(OCC)CC